CC12CC3CC(CC(C1)(C3)C)C2 (1r,3R,5S,7r)-3,5-dimethyladamantan